1-[[(5S,7S)-7-fluoro-5-phenyl-6,7-dihydro-5H-pyrrolo[1,2-b][1,2,4]triazol-2-yl]sulfonyl]cyclopropanecarbaldehyde F[C@H]1C[C@H](N2N=C(N=C21)S(=O)(=O)C2(CC2)C=O)C2=CC=CC=C2